(2S,3R)-3-((2-aminopyridin-4-yl)methyl)-N2-(1-methyl-1H-imidazol-2-yl)-N1-((R)-1-cyclohexyl-2,2,2-trifluoroethyl)-N2-methyl-4-oxoazetidine-1,2-dicarboxamide NC1=NC=CC(=C1)C[C@@H]1[C@H](N(C1=O)C(=O)N[C@@H](C(F)(F)F)C1CCCCC1)C(=O)N(C)C=1N(C=CN1)C